C(C)(C)(C)OC(N(C1CC1)C1CCN(CC1)C1=C2C=NC=NC2=C(C=C1)Br)=O.C1(CCCCC1)CCC=O 3-cyclohexylpropanal tert-butyl-N-[1-(8-bromoquinazolin-5-yl)-4-piperidyl]-N-cyclopropyl-carbamate